OC(COC1=CC=C(CNC(N(C[C@H]2CN(CC2)C)CC2=CC=C(C=C2)F)=O)C=C1)(C)C (R)-3-(4-(2-hydroxy-2-methylpropoxy)benzyl)-1-(4-fluorophenylmethyl)-1-((1-methylpyrrolidin-3-yl)methyl)urea